O.C(=O)(O)[C@@H](O)[C@H](O)C(=O)O hydrogen D-tartrate monohydrate